1-ethyl-2-methylindol C(C)N1C(=CC2=CC=CC=C12)C